COC=1C=C(C=C(C1)OC)C#CC1=NN(C=C1C(=O)N)C1CCNCC1 ((3,5-dimethoxyphenyl)ethynyl)-1-(piperidin-4-yl)-1H-pyrazole-4-carboxamide